C(C1=CC=CC=C1)(=O)O.C1=CC=CC=2C3=CC=CC=C3NC12 carbazole benzoate